2-(tert-butoxy)-3-chloropyrazine C(C)(C)(C)OC1=NC=CN=C1Cl